ClC1=C(C=NC(=C1)OC)C(=O)N1C(CN(CC1)C(C(=O)NC1=NC=C(N=C1)OC1=C(C=C(C=C1)F)F)=C)(C)C 2-[4-(4-chloro-6-methoxypyridine-3-carbonyl)-3,3-dimethyl-piperazin-1-yl]-N-[5-(2,4-difluorophenoxy)pyrazin-2-yl]propenamide